ClC=1C=CC(=C(C1)C1=C(NC=2C1=NC=CC2)C2=C(C=NC=C2)OCC2N(CCOC2)C(\C=C\CN(C)C)=O)F (2E)-1-{3-[({4-[3-(5-chloro-2-fluorophenyl)-1H-pyrrolo[3,2-b]pyridin-2-yl]pyridin-3-yl}oxy)methyl]morpholin-4-yl}-4-(dimethylamino)but-2-en-1-one